COCCOCCOCCOCCOCCOCCOCCOC1=CC=C(N=N1)NC(OC(C)(C)C)=O tert-butyl N-[6-[2-[2-[2-[2-[2-[2-(2-methoxyethoxy)ethoxy]ethoxy]ethoxy]ethoxy]ethoxy]ethoxy]pyridazin-3-yl]carbamate